(3S,5S)-3-({1-cyclopentyl-5-[2-(trifluoromethyl)phenyl]-1H-pyrazol-3-yl}formamido)-5-(3,3-difluoropyrrolidin-1-yl)hexanoic acid C1(CCCC1)N1N=C(C=C1C1=C(C=CC=C1)C(F)(F)F)C(=O)N[C@H](CC(=O)O)C[C@H](C)N1CC(CC1)(F)F